2-[4-(4-chlorophenoxy)-2-(trifluoro-methyl)phenyl]-1-(1H-1,2,4-triazol-1-yl)pentan-2-ol ClC1=CC=C(OC2=CC(=C(C=C2)C(CN2N=CN=C2)(CCC)O)C(F)(F)F)C=C1